4-(1H-imidazol-1-yl)-N-(pyridin-3-yl)picolinamide N1(C=NC=C1)C1=CC(=NC=C1)C(=O)NC=1C=NC=CC1